BrC=1C=C(C(=NC1)NC(=O)C1(CCC(CC1)(C(=O)O)C)C1=C(C=CC=C1)C(C)C)OC(F)F (1s,4s)-4-((5-bromo-3-(difluoromethoxy)pyridin-2-yl)carbamoyl)-4-(2-isopropylphenyl)-1-methylcyclohexane-1-carboxylic acid